2-(4-(3-(2,2-difluoroethyl)-2-(2,6-dimethylpyridin-4-yl)-1H-indol-5-yl)piperidin-1-yl)propanoic acid FC(CC1=C(NC2=CC=C(C=C12)C1CCN(CC1)C(C(=O)O)C)C1=CC(=NC(=C1)C)C)F